1-methyltetrahydropyrimidin-2(1H)-one CN1C(NCCC1)=O